C(C1=CC=CC=C1)OCCC=1C=C2CC[C@H]3[C@@H]4CCC([C@@]4(C)CC[C@@H]3C2=CC1)=O 3-[2-(benzyloxy)ethyl]estra-1(10),2,4-trien-17-one